tert-Butyl 2-[(3R)-3-[2-oxo-2-[4-[5-(trifluoromethyl)pyrimidin-2-yl]piperazin-1-yl] ethyl]morpholin-4-yl]acetate O=C(C[C@H]1N(CCOC1)CC(=O)OC(C)(C)C)N1CCN(CC1)C1=NC=C(C=N1)C(F)(F)F